2,5-diethyl-3,6-dimethyl-4-isopropoxyphenol C(C)C1=C(C(=C(C(=C1C)OC(C)C)CC)C)O